7-(3-(2-(1H-Pyrrolo[2,3-b]pyridin-3-yl)thiazol-4-yl)phenyl)-5-methyl-6,7-dihydro-5H-cyclopenta[d]pyridine-5,7-diol N1C=C(C=2C1=NC=CC2)C=2SC=C(N2)C=2C=C(C=CC2)C2(CC(C1=CC=NC=C12)(O)C)O